N-(2-chlorophenyl)nicotinamide C1=CC=C(C(=C1)NC(=O)C2=CN=CC=C2)Cl